tert-Butyl 3-(7-(thiazol-2-yl)-4-(2,2,2-trifluoro-1,1-dihydroxyethyl)benzo[d]oxazol-2-yl)-3,6-diazabicyclo[3.1.1]heptane-6-carboxylate S1C(=NC=C1)C1=CC=C(C=2N=C(OC21)N2CC1N(C(C2)C1)C(=O)OC(C)(C)C)C(C(F)(F)F)(O)O